FC=1C=C(C=CC1F)N1[C@@H](C[C@@H](C1=O)F)C1=NC2=C(N1[C@@H]1CC[C@H](CC1)OC)C=CC(=C2)C=2C=C(C(N(C2)C)=O)C 5-(2-((2S,4S)-1-(3,4-difluorophenyl)-4-fluoro-5-oxopyrrolidin-2-yl)-1-((trans)-4-methoxycyclohexyl)-1H-benzo[d]imidazol-5-yl)-1,3-dimethylpyridin-2(1H)-one